CC(C(=O)O)=CCC cis-2-methyl-3-ethyl-acrylic acid